S(=O)(=O)(C1=CC=C(C)C=C1)C1OC1 tosyloxiran